1-(benzo[b]thiophen-3-ylmethyl)-3,5-dimethyl-1H-pyrazole S1C2=C(C(=C1)CN1N=C(C=C1C)C)C=CC=C2